(8-(4-amino-2-(methoxymethyl)-1-methyl-6-(trifluoromethyl)-1H-benzo[d]imidazol-5-yl)indolizin-3-yl)(3,4,5-trifluorophenyl)methanone NC1=C(C(=CC=2N(C(=NC21)COC)C)C(F)(F)F)C2=CC=CN1C(=CC=C21)C(=O)C2=CC(=C(C(=C2)F)F)F